F[C@@H]1C[C@@]2(CCCN2C1)C(=O)OC methyl (2R,7aS)-2-fluorohexahydro-1H-pyrrolizine-7a-carboxylate